4-{[9-chloro-7-(5-fluoroindol-1-yl)-3,5-dihydro-2H-1,4-benzoxazepin-4-yl]methyl}-N,N-dimethylpyridin-2-amine ClC1=CC(=CC=2CN(CCOC21)CC2=CC(=NC=C2)N(C)C)N2C=CC1=CC(=CC=C21)F